C(C)(C)(C)C1=CN(C=2N=CN=C(C21)OC)C=2C=C(C#N)C=CN2 2-(5-(tert-Butyl)-4-methoxy-7H-pyrrolo[2,3-d]pyrimidin-7-yl)isonicotinonitrile